tert-butyl 3-(8-methyl-4-oxo-3,4,5,6,7,8-hexahydropyrido[2,3-d]pyrimidin-2-yl)pyrrolidine-1-carboxylate CN1CCCC2=C1N=C(NC2=O)C2CN(CC2)C(=O)OC(C)(C)C